Cl.CC1(NCCCC1)C(=O)OC methyl 2-methylpiperidine-2-carboxylate hydrochloride